5-(2-methyl-2H-indazol-5-yl)-2-(6-(1-(tetrahydrofuran-3-yl)azetidin-3-yl)pyridazin-3-yl)phenol hydrochloride Cl.CN1N=C2C=CC(=CC2=C1)C=1C=CC(=C(C1)O)C=1N=NC(=CC1)C1CN(C1)C1COCC1